COC1=C(C(=O)C=2C=C3C(=CNC3=CC2)C2CCN(CC2)C(C)CCC)C=CC=C1 5-(2-methoxybenzoyl)-3-(1-(2-pentyl)piperidin-4-yl)-1H-indole